ClC1=C(C=C2C(=N1)N(N=C2)C(C(C)(C)C)=O)NC2=CC(=C(C=C2)F)Cl 1-[6-chloro-5-(3-chloro-4-fluoro-anilino)pyrazolo[3,4-b]pyridin-1-yl]-2,2-dimethyl-propan-1-one